tetrabutyl orthosilicate orthosilicate [Si](O)(O)(O)O.[Si](OCCCC)(OCCCC)(OCCCC)OCCCC